CN1N=C(C=C1)C1=NC=C(C(=O)OCC)C(=C1)B1OC(C(O1)(C)C)(C)C ethyl 6-(1-methyl-1H-pyrazol-3-yl)-4-(4,4,5,5-tetramethyl-1,3,2-dioxaborolan-2-yl)nicotinate